N-((S)-5-((1r,2S)-2-(4-fluorophenyl)cyclopropylamino)-1-(4-methylpiperazin-1-yl)-1-oxopentan-2-yl)-4-(1H-1,2,3-triazol-1-yl)benzamide xylenesulfonate salt C1(C(C=CC=C1)C)(C)S(=O)(=O)O.FC1=CC=C(C=C1)[C@H]1[C@@H](C1)NCCC[C@@H](C(=O)N1CCN(CC1)C)NC(C1=CC=C(C=C1)N1N=NC=C1)=O